C1CCCCCC1=O 7-cycloheptanone